(5-{[2-(4-Chlorophenyl)imidazo[1,2-a]pyridin-3-yl]methyl}-2,5-diazabicyclo[2.2.2]oct-2-yl)-(2-methylphenyl)methanon ClC1=CC=C(C=C1)C=1N=C2N(C=CC=C2)C1CN1C2CN(C(C1)CC2)C(=O)C2=C(C=CC=C2)C